1-(4-methyl-1-azabicyclo[3.2.2]non-4-yl)-3-(2-(4'-(morpholine-4-carbonyl)biphenyl-4-yl)propan-2-yl)urea CC1(CCN2CCC1CC2)NC(=O)NC(C)(C)C2=CC=C(C=C2)C2=CC=C(C=C2)C(=O)N2CCOCC2